decyl-ammonium phosphate P(=O)([O-])([O-])[O-].C(CCCCCCCCC)[NH3+].C(CCCCCCCCC)[NH3+].C(CCCCCCCCC)[NH3+]